C(#N)C1=CC=C(C=C1)C1=CC=C(C=C1)OCCCCCCCCCCC 4-cyano-4'-undecyloxybiphenyl